(1S,3R,4S)-N-[(1S)-1-cyano-2-[(3S)-2-oxopyrrolidin-3-yl]ethyl]-2-[(2S)-3-cyclobutyl-2-[(2,2,2-trifluoroacetyl)amino]propanoyl]-5,5-difluoro-2-azabicyclo[2.2.2]octane-3-carboxamide C(#N)[C@H](C[C@H]1C(NCC1)=O)NC(=O)[C@@H]1N([C@@H]2CC([C@H]1CC2)(F)F)C([C@H](CC2CCC2)NC(C(F)(F)F)=O)=O